2-hydroxy-N-(2-{3,8,10-trifluoro-6H,11H-chromeno[4,3-b]indol-6-yl}ethyl)acetamide OCC(=O)NCCC1OC2=CC(=CC=C2C=2NC3=C(C=C(C=C3C21)F)F)F